CN([C@@H]1CN(CC1)C(=O)C1=CC(=NN1C)C1=NC(=NC=C1)NC1=CC(=CC(=C1)C)C)C [(3S)-3-(dimethylamino)pyrrolidin-1-yl](3-{2-[(3,5-dimethylphenyl)amino]pyrimidin-4-yl}-1-methyl-1H-pyrazol-5-yl)methanone